3-(6-fluoropyridin-2-yl)tetrahydrofuran-3-carbaldehyde FC1=CC=CC(=N1)C1(COCC1)C=O